CN1CCN(CC1)CCCC(=O)OCC(COCCCCCCCC)(COCCCCCCCC)COCCCCCCCC 3-(Octyloxy)-2,2-bis((octyloxy)methyl)propyl 4-(4-methylpiperazin-1-yl)butanoate